3-amino-4-(5-chloro-2-nitrophenyl)but-2-enoic acid methyl ester COC(C=C(CC1=C(C=CC(=C1)Cl)[N+](=O)[O-])N)=O